Prop-2-yn-1-ylglycinate hydrochloride Cl.C(C#C)NCC(=O)O